Cl.COC(C[C@@H]1CNCC1)=O (R)-pyrrolidin-3-yl-acetic acid methyl ester hydrochloride